1-ethyl-3-methyl-imidazolium bis(trifluoromethanesulfonyl)imide [N-](S(=O)(=O)C(F)(F)F)S(=O)(=O)C(F)(F)F.C(C)N1C=[N+](C=C1)C